CC1=C(C(=CC=C1)C)C1CC(NC=2N=CNC(C21)=O)=O 5-(2,6-dimethylphenyl)-5,6-dihydropyrido[2,3-d]pyrimidine-4,7(3H,8H)-dione